CN1N=C(C(=C1C)O)C1=CC=C(C=C1)S(=O)(=O)C(C)(C)C 1,5-Dimethyl-3-(4-(tert-butylsulfonyl)phenyl)-pyrazol-4-ol